N-(trihydroxysilylureidopropyl)urea O[Si](O)(O)NC(NCCCNC(=O)N)=O